CC1=NNC=C1C(=N)NC1=CC=C(C=C1)OC(F)(F)F 3-methyl-N-[4-(trifluoromethoxy)phenyl]pyrazole-4-carboxamidine